pyrrole-2-carbaldehyde N1C(=CC=C1)C=O